(4aR,8aS)-6-(3-(4-(3-Methoxyazetidin-1-yl)phenyl)azetidine-1-carbonyl)hexahydro-2H-pyrido[4,3-b][1,4]oxazin-3(4H)-one COC1CN(C1)C1=CC=C(C=C1)C1CN(C1)C(=O)N1C[C@@H]2[C@@H](OCC(N2)=O)CC1